FC1(CCN(CC1)C(=O)C=1C=C2C(=NC1)N(C=C2)C2=CC(=CC=C2)C(=O)N2CS(CC2)=O)F (4,4-difluoropiperidin-1-yl)(1-(3-(1-oxothiazolidine-3-carbonyl)phenyl)-1H-pyrrolo[2,3-b]pyridin-5-yl)methanone